7-hydroxychroman OC1=CC=C2CCCOC2=C1